C(=O)(O)C1=CC(=[N+](C=C1)[O-])C(C(F)(F)F)O 4-carboxy-2-(2,2,2-trifluoro-1-hydroxyethyl)pyridin-1-ium-1-olate